(E)-3-((7-(2-(3-amino-3-methylbut-1-en-1-yl)-5-chloro-3-methylphenyl)thieno[3,2-b]pyridin-2-yl)methyl)-6,6-dimethyl-3-azabicyclo[3.1.0]hexane-2,4-dione NC(/C=C/C1=C(C=C(C=C1C)Cl)C1=C2C(=NC=C1)C=C(S2)CN2C(C1C(C1C2=O)(C)C)=O)(C)C